Alpha-Furfuryl Pentanoate CCCCC(=O)OCC1=CC=CO1